NCC1CCC(CC1)N1N=C2C=C(C=CC2=C1)C=1C=NN(C1)C(CO)CCl 2-(4-{2-[(1r,4r)-4-(aminomethyl)cyclohexyl]-2H-indazol-6-yl}-1H-pyrazol-1-yl)-3-chloropropan-1-ol